(2S)-2-amino-3-methoxypropionic acid propan-2-yl ester hydrochloride Cl.CC(C)OC([C@H](COC)N)=O